dimethylaminoazetidinone CN(C)N1C(CC1)=O